BrC1=C(C(=C(C(=C1[2H])[2H])[C@H](C)O)[2H])[2H] (S)-1-(4-bromophenyl-2,3,5,6-d4)ethane-1-ol